C(C1=CC=CC=C1)OCC1=CC=C(C=C1)NC(=O)C=1C(=C(C=CC1)B(O)O)F (3-((4-((benzyloxy)methyl)phenyl)-carbamoyl)-2-fluorophenyl)boronic acid